OC1=C2C(C=C(OC2=CC(=C1)C1=CC=C(C=C1)NC(C)=O)C1=CC=CC=C1)=O 5-hydroxy-2-phenyl-7-(p-acetamidophenyl)-chromen-4-one